1-[2-(2,4-dimethylbenzenesulfonyl)-phenyl]piperazine hydrochloride Cl.CC1=C(C=CC(=C1)C)S(=O)(=O)C1=C(C=CC=C1)N1CCNCC1